NC1=CC(=C(C#N)C=C1C([2H])([2H])[2H])F 4-Aminofluoro-5-(methyl-d3)benzonitrile